NC=1C=C(C=C(C1)C(F)(F)F)[C@@H](C)NC1=NC(=NC2=C3C(=C(C=C12)N1CC(N(CC1)C)=O)CCC3)C (R)-4-(4-((1-(3-amino-5-(trifluoromethyl)phenyl)ethyl)amino)-2-methyl-8,9-dihydro-7H-cyclopenta[h]quinazolin-6-yl)-1-methylpiperazin-2-one